2,6-dimethyl-5-azoniaspiro-[4.5]-decane CC1C[N+]2(CC1)C(CCCC2)C